5-methyl-1-[[4-[5-(trifluoromethyl)-1,2,4-oxadiazol-3-yl]phenyl]methyl]pyridin-2-one CC=1C=CC(N(C1)CC1=CC=C(C=C1)C1=NOC(=N1)C(F)(F)F)=O